C(C)(C)(C)OC(=O)N1C[C@@H](CCC1)N1C=C(C2=C1N=CN=C2N)C(NC2=C(C(=C(C=C2)CC(=O)N(C)C)C)C)=O (R)-3-(4-amino-5-((4-(2-(dimethylamino)-2-oxoethyl)-2,3-dimethylphenyl)carbamoyl)-7H-pyrrolo[2,3-d]Pyrimidin-7-yl)piperidine-1-carboxylic acid tert-butyl ester